7-(1-(1-ethoxyethyl)-1H-pyrazol-4-yl)-[1,2,4]triazolo[1,5-a]pyridin-2-amine C(C)OC(C)N1N=CC(=C1)C1=CC=2N(C=C1)N=C(N2)N